C(C)OC1=C(C=CC=C1)C=1C=C2C(=NC1)NCN2CC2=CC=C(C=C2)F 6-(2-Ethoxyphenyl)-1-[(4-fluorophenyl)methyl]-3H-imidazo[4,5-b]pyridin